1-[3-[[2-(1,2,3,4-tetrahydroisoquinolin-7-ylamino)-5-(trifluoromethyl)pyrimidin-4-yl]amino]propyl]pyrrolidin-2-one C1NCCC2=CC=C(C=C12)NC1=NC=C(C(=N1)NCCCN1C(CCC1)=O)C(F)(F)F